N1(CCCCC1)C1=C(C#N)C=CC=C1 o-piperidyl-benzonitrile